C(CC)C=1N(C(N(C1)[Si](C)(C)C)=S)[Si](C)(C)C 4-propyl-1,3-bis(trimethylsilyl)-imidazole-2-thione